8-((1S,2S)-2-(difluoromethyl)cyclopropyl)-6-(2,4-dimethoxypyrimidin-5-yl)imidazo[1,2-b]pyridazine-2-carbaldehyde FC([C@@H]1[C@H](C1)C=1C=2N(N=C(C1)C=1C(=NC(=NC1)OC)OC)C=C(N2)C=O)F